C(C)(=O)OC[C@H]1O[C@H]([C@@H](C1)OC(C)=O)N1C2=NC(=NC=C2N(C1=O)CC1=CSC=C1)N ((2S,4R,5R)-4-Acetoxy-5-(2-amino-8-oxo-7-(thiophen-3-ylmethyl)-7,8-dihydro-9H-purin-9-yl) tetrahydrofuran-2-yl)methyl acetate